N-[1-(2,2-difluoroethyl)-1H-pyrazolo[3,4-b]pyrazin-6-yl]-2-[4-(trifluoromethyl)pyridin-2-yl]-2-azaspiro[3.4]octan-6-amine FC(CN1N=CC=2C1=NC(=CN2)NC2CC1(CN(C1)C1=NC=CC(=C1)C(F)(F)F)CC2)F